5-((5-(6-(5-fluoropyridin-3-yl)-5,6-dihydrocyclopenta[c]pyrazol-2(4H)-yl)pyridin-3-yl)ethynyl)pyrimidin-2-amine FC=1C=C(C=NC1)C1CCC=2C1=NN(C2)C=2C=C(C=NC2)C#CC=2C=NC(=NC2)N